(4-nitrophenyl) (1-prop-2-enoylpyrrolidin-3-yl) carbonate C(OC1=CC=C(C=C1)[N+](=O)[O-])(OC1CN(CC1)C(C=C)=O)=O